CN(CCN1C(N(C2=C1C=CC(=C2)S(=O)(=O)NC2(CC2)C)C=2OC(=NN2)C)=O)C 1-[2-(dimethylamino)ethyl]-N-(1-methylcyclopropyl)-3-(5-methyl-1,3,4-oxadiazol-2-yl)-2-oxo-benzimidazole-5-sulfonamide